C1(=CC(=CC=C1)N=CC1=CC=C(N)C=C1)C 4-((m-tolylimino)methyl)aniline